FC(C(=O)O)(F)F.N[C@@H]1[C@@H](CCC[C@H]1C1=C(C2=NC(=CC(=C2S1)NCC=1SC=CC1)Cl)C)O (1R,2S,3R)-2-amino-3-(5-chloro-3-methyl-7-((thiophen-2-ylmethyl)amino)thieno[3,2-b]pyridin-2-yl)cyclohexan-1-ol trifluoroacetate